C(CCCCCCC)N1CC=CC2=CC(=CC=C12)NC(CC(=O)NC=1C=C2C=CCN(C2=CC1)CCCCCCCC)=O N,N'-bis(1-N-octyl-6-quinolyl)malonamide